C(C)(C)(C)C=1C=C(N(N1)C1=CC=C(C=C1)C)NC(=O)NC1=CC=C(C2=CC=CC=C12)CCCOCOC 1-[5-tert-butyl-2-p-tolyl-2H-pyrazol-3-yl]-3-[4-(3-(methoxymethoxy)propan-1-yl)naphthalen-1-yl]-urea